4-((5-chloro-4-(1-cyclohexyl-1H-pyrazol-4-yl)pyrimidin-2-yl)amino)-N-methylcyclohexane-1-carboxamide ClC=1C(=NC(=NC1)NC1CCC(CC1)C(=O)NC)C=1C=NN(C1)C1CCCCC1